O=S1(CCC(CC1)C(=O)OC1CN(C1)C=1N=C(C2=C(N1)CC[S+]2[O-])N(C2CCOCC2)C)=O [1-[4-[methyl(tetrahydropyran-4-yl)amino]-5-oxido-6,7-dihydro-thieno[3,2-d]pyrimidin-5-ium-2-yl]azetidin-3-yl] 1,1-dioxothiane-4-carboxylate